C(C)C1=NN(C(N1C)=O)C1=CC(=C(C(=O)NC2=C(C=C(C=C2)NC(OC(C)(C)C)=O)C)C=C1F)OC(C)CC=C tert-butyl [4-({4-(3-ethyl-4-methyl-5-oxo-4,5-dihydro-1H-1,2,4-triazol-1-yl)-5-fluoro-2-[pent-4-en-2-yloxy]benzoyl}amino)-3-methylphenyl]carbamate